Tert-butyl N-[2-[2-[3-[3-[3-[(4-methoxyphenyl)methyl]-2,4-dioxo-hexahydropyrimidin-1-yl]imidazo[1,2-a]pyridin-7-yl]prop-2-ynoxy]ethoxy]ethyl]carbamate COC1=CC=C(C=C1)CN1C(N(CCC1=O)C1=CN=C2N1C=CC(=C2)C#CCOCCOCCNC(OC(C)(C)C)=O)=O